BrC1=NN(C2=C1N=C(N=C2O)NC(=O)OC)CC2=C(C=C(C=N2)N2CCN(CC2)C(=O)OC(C)(C)C)OC tert-butyl 4-(6-((3-bromo-7-hydroxy-5-((methoxycarbonyl)amino)-1H-pyrazolo[4,3-d]pyrimidin-1-yl)methyl)-5-methoxypyridin-3-yl)piperazine-1-carboxylate